OC1=NN(C2=CC=C(C=C12)S(=O)(=O)N(C)CC1=CC=C(C=C1)OC)C1=CC=C(C=C1)C(F)(F)F 3-Hydroxy-N-(4-methoxybenzyl)-N-methyl-1-(4-(trifluoromethyl)phenyl)-1H-indazole-5-sulfonamide